ClC1=CC=C(C(=N1)C=1C=C(C2=C(COB2O)C1)Cl)NC(C)C=1C=C(C=C2C(C(=C(OC12)C(C)C)C)=O)C 8-[1-[[6-chloro-2-(7-chloro-1-hydroxy-3H-2,1-benzoxaborol-5-yl)-3-pyridyl]amino]ethyl]-2-isopropyl-3,6-dimethyl-chromen-4-one